6-(Hydroxymethyl)-3,3-bis(methyl-d3)piperidin-2-one OCC1CCC(C(N1)=O)(C([2H])([2H])[2H])C([2H])([2H])[2H]